[C@@H]12N(C[C@@H](NC1)C2)C2=C(C=C(C=C2)N2C(=NC=1C2=NC(=CC1)C1=CC(=NC=C1)NC(OC(C)(C)C)=O)C)F tert-butyl (4-(3-(4-((1S,4S)-2,5-diazabicyclo[2.2.1]heptan-2-yl)-3-fluorophenyl)-2-methyl-3H-imidazo[4,5-b]pyridin-5-yl)pyridin-2-yl)carbamate